NC1=C(C=CC(=C1)NCC1=CC=C(C=C1)C(F)(F)F)NC(CCCCC[C@@H](CF)F)=O (7S)-N-(2-Amino-4-((4-(trifluoromethyl)benzyl)amino)phenyl)-7,8-difluorooctanamid